3-(4-((3-(((4,4-dimethylcyclohexyl)amino)methyl)benzyl)thio)-1-oxoisoindolin-2-yl)piperidine-2,6-dione CC1(CCC(CC1)NCC=1C=C(CSC2=C3CN(C(C3=CC=C2)=O)C2C(NC(CC2)=O)=O)C=CC1)C